9-((4-(5-Amino-6-(2-methoxyethoxy)-2H-indazol-2-yl)piperidin-1-yl)methyl)-3-azaspiro[5.5]Undecane-3-carboxylate NC1=CC2=CN(N=C2C=C1OCCOC)C1CCN(CC1)CC1CCC2(CCN(CC2)C(=O)[O-])CC1